OC(COC1=CC(=C(C=C1)C1=NC(=NC(=N1)C1=C(C=C(C=C1)C)C)C1=C(C=C(C=C1)C)C)O)COCCCCCCCCCCCCC 2-[4-[(2-hydroxy-3-tridecyloxypropyl)oxy]-2-hydroxy-phenyl]-4,6-bis(2,4-dimethylphenyl)-1,3,5-triazine